T-butyl-(chloro)dimethylsilane C(C)(C)(C)[Si](C)(C)Cl